FC1=CC=C(C=C1)C(C(=O)NC=1SC(=C(C1C(=O)OC)C)C(NCCNC([C@@H](NC([C@@H](NC(OC(C)(C)C)=O)C(C)C)=O)C)=O)=O)CC methyl 2-(2-(4-fluorophenyl)butanamido)-5-(((6S,9S)-6-isopropyl-2,2,9-trimethyl-4,7,10-trioxo-3-oxa-5,8,11-triazatridecan-13-yl)carbamoyl)-4-methylthiophene-3-carboxylate